FC(C1=CC=CC=2C=C(OC21)CNC(OC(C)(C)C)=O)(F)F tert-butyl (7-(trifluoromethyl)benzofuran-2-yl)methylcarbamate